C(C)(C)(C)OC(=O)N1CCCC2=CC=C(N=C12)CCCN1C[C@@H]2C([C@@H]2C1)NC(CC(=O)OCC)C1=CC=C(C=C1)Cl 7-(3-((1R,5S,6S)-6-((1-(4-chlorophenyl)-3-ethoxy-3-oxopropyl)amino)-3-azabicyclo[3.1.0]Hex-3-yl)propyl)-3,4-dihydro-1,8-naphthyridine-1(2H)-carboxylic acid tert-butyl ester